C(\C=C\C(=O)[O-])(=O)OC(C(C1=CC=CC=C1)O)(C)C dimethylhydroxyphenylethyl fumarate